C(C)(C)(C)OC(=O)N[C@H](C(=O)OCC1=CC=CC=C1)CC1=C(C=C(C=C1C)OC)C benzyl (S)-2-((tert-butoxycarbonyl)amino)-3-(4-methoxy-2,6-dimethylphenyl)propanoate